1-propaneaminium C(CC)[NH3+]